1,8-dichloro-3-(5-(trifluoromethyl)-1,3,4-thiadiazol-2-yl)imidazo[1,5-a]pyridine-6-sulfonyl chloride ClC=1N=C(N2C1C(=CC(=C2)S(=O)(=O)Cl)Cl)C=2SC(=NN2)C(F)(F)F